FC1=C(C=CC(=C1)F)C=1C=C(SC1)[C@H](CC(=O)[O-])NC(=O)NC=1C(N(C=CC1[O-])C)=O.[Na+].[Na+] Natrium (S)-3-(4-(2,4-Difluorophenyl)thiophen-2-yl)-3-(3-(1-methyl-4-oxido-2-oxo-1,2-dihydropyridin-3-yl)ureido)propanoat